(4aR,8aS)-6-(3-(6-(2-(trifluoromethyl)pyrrolidin-1-yl)pyridin-3-yl)azetidine-1-carbonyl)hexahydro-2H-pyrido[4,3-b][1,4]oxazin-3(4H)-one FC(C1N(CCC1)C1=CC=C(C=N1)C1CN(C1)C(=O)N1C[C@@H]2[C@@H](OCC(N2)=O)CC1)(F)F